6-methyl-4-(2-methyl-1-(4-(methylthio)benzyl)-1H-imidazo[4,5-b]pyridin-6-yl)-1H-pyrrolo[2,3-c]pyridin-7(6H)-one CN1C(C2=C(C(=C1)C=1C=C3C(=NC1)N=C(N3CC3=CC=C(C=C3)SC)C)C=CN2)=O